O1C(=CC2=C1C=CC=C2)C=2C=CC(=C(C2)NC2=NC=NC1=CC(=C(C=C21)OC2CN(C2)C(C=C)=O)OC)OC 1-(3-((4-((5-(benzofuran-2-yl)-2-methoxyphenyl)amino)-7-methoxy-quinazolin-6-yl)oxy)azetidin-1-yl)prop-2-en-1-one